N-(β-aminoethyl)-γ-aminopropyl-methyldimethoxysilane 3-hydroxybenzyl-((S)-3-cyclohexyl-1-oxo-1-(((S)-1-oxo-3-((S)-2-oxopyrrolidin-3-yl)propan-2-yl)amino)propan-2-yl)carbamate OC=1C=C(CN(C(O)=O)[C@H](C(N[C@H](C=O)C[C@H]2C(NCC2)=O)=O)CC2CCCCC2)C=CC1.NCCNCCC[Si](OC)(OC)C